4-bromo-1-tosyl-1H-pyrrolo[2,3-b]pyridin-5-amine BrC1=C2C(=NC=C1N)N(C=C2)S(=O)(=O)C2=CC=C(C)C=C2